CC1=NC(=CC(=C1)CNC(C1=CN=CC(=C1N1CC2(C[C@H](CN2)F)CC1)C1=CC(=CC(=C1)F)F)=O)C N-[(2,6-dimethyl-4-pyridyl)methyl]-4-{(3R)-3-fluoro-1,7-diaza-7-spiro[4.4]nonyl}-5-(3,5-difluorophenyl)nicotinamide